3-methylimidazol CN1C=NC=C1